Bisiminobiotin N=C(C(C(O)=O)=N)CC[C@@H]1SC[C@@H]2NC(=O)N[C@H]12